Cl[Si](C)(C)C CHLOROTRIMETHYLSILANE